ClC1=CC=C(C=C1)C1=N[C@H](C=2N(C3=C1C(=C(S3)C)C)C(=NN2)C)CC(=O)NCCNC(=O)C2(CCCCC2)C N-(2-(2-((S)-4-(4-chlorophenyl)-2,3,9-trimethyl-6H-thieno[3,2-f][1,2,4]triazolo[4,3-a][1,4]diazepin-6-yl)acetamido)ethyl)-1-methylcyclohexane-1-carboxamide